N,N-diethyl-2-acetoxy-2-phenylacetamide C(C)N(C(C(C1=CC=CC=C1)OC(C)=O)=O)CC